1-(3-Methoxynaphthalen-1-yl)ethanol COC=1C=C(C2=CC=CC=C2C1)C(C)O